5-[(R)-1-(2-fluoro-6-methyl-phenyl)-azepan-4-yl]-2-methyl-7-(2-trifluoromethyl-benzyl)-2,4,5,7-tetrahydro-pyrazolo[3,4-d]pyrimidin-6-one FC1=C(C(=CC=C1)C)N1CC[C@@H](CCC1)N1C(N(C=2C(C1)=CN(N2)C)CC2=C(C=CC=C2)C(F)(F)F)=O